2-bromo-2-methoxyacetic acid-2-chloroethyl ester ClCCOC(C(OC)Br)=O